1-(1-(2-(methylthio)pyrimidin-5-yl)ethyl)-1H-1,2,3-triazole-4-carboxylic acid CSC1=NC=C(C=N1)C(C)N1N=NC(=C1)C(=O)O